COC(C[C@@H](\C=C\CCO[Si](C1=CC=CC=C1)(C1=CC=CC=C1)C(C)(C)C)N[S@](=O)C(C)(C)C)=O.C(#C)C1=CC=C(C=C1)C (4-ethynyl)phenylmethane Methyl-(S,E)-7-((tert-butyldiphenylsilyl)oxy)-3-(((R)-tert-butylsulfinyl)amino)hept-4-enoate